4-oxobut-2-enoic acid methyl ester COC(C=CC=O)=O